ClC1=C(C=C(CBr)C=C1)F 4-Chloro-3-fluorobenzyl bromide